[Si](C)(C)(C(C)(C)C)Cl Tert-butyldimethylsilylchloride